BrC=1C=CC(=C(C1)C=1N(C(C(=C(N1)C(=O)NC=1C=NOC1)O)=O)C)C 2-(5-bromo-2-methylphenyl)-5-hydroxy-N-(isoxazol-4-yl)-1-methyl-6-oxo-1,6-dihydropyrimidine-4-carboxamide